FC(C#CC(O)C1=CC=C(C=C1)C(F)(F)F)(F)F 4,4,4-trifluoro-1-(4-(trifluoromethyl)phenyl)but-2-yn-1-ol